1-(1H-Benzimidazol-5-yl)-5-[4-(5-cyclopropyl-1,2,4-oxadiazol-3-yl)phenyl]imidazolidin-2-one N1C=NC2=C1C=CC(=C2)N2C(NCC2C2=CC=C(C=C2)C2=NOC(=N2)C2CC2)=O